N[C@@H]1CN(CCC1)C1=NC2=C(N1CC=1C=CC(=NC1)C#N)C=CC=C2 (S)-5-((2-(3-aminopiperidin-1-yl)-1H-benzo[d]imidazol-1-yl)methyl)pyridinecarbonitrile